1-(3-fluoro-4-methylbenzyl)-2-oxo-2,3-dihydro-1H-benzo[b]azepine-4-carboxylic acid FC=1C=C(CN2C3=C(C=C(CC2=O)C(=O)O)C=CC=C3)C=CC1C